6-chloro-3-[1-[6-methyl-2-(2-methylindol-5-yl)-4-oxo-chromen-8-yl]ethyl-(2-nitrophenyl)sulfonyl-amino]pyridine-2-carboxylic acid methyl ester COC(=O)C1=NC(=CC=C1N(S(=O)(=O)C1=C(C=CC=C1)[N+](=O)[O-])C(C)C=1C=C(C=C2C(C=C(OC12)C=1C=C2C=C(NC2=CC1)C)=O)C)Cl